FC1=CC=C(C=C1)C1=NC=2C(=NC(=CC2)N2CCN(CC2)C(=O)OC(C)(C)C)N1C1=CC(=NC=C1)NC(=O)C=1C=NC=CC1 tert-Butyl 4-[2-(4-fluorophenyl)-3-[2-(pyridine-3-carbonylamino)-4-pyridyl]imidazo[4,5-b]pyridin-5-yl]piperazine-1-carboxylate